BrC1=NN(C(=C1)C(=O)NC1(CC1)C(N(CC)CC)=O)C1=NC=CC=C1Cl 3-bromo-1-(3-chloropyridin-2-yl)-N-(1-(diethylcarbamoyl)cyclopropyl)-1H-pyrazole-5-carboxamide